Cl.FC1=C(C=CC(=C1)C)NC(=O)N 2-fluoro-4-methylphenyl-urea hydrochloride